n-heptyl (2-ethylhexyl) terephthalate C(C1=CC=C(C(=O)OCC(CCCC)CC)C=C1)(=O)OCCCCCCC